(R)-N-(2-cyano-4-(N-(1-(piperidin-4-yl)ethyl)sulfamoyl)phenyl)-2-methylbenzamide C(#N)C1=C(C=CC(=C1)S(N[C@H](C)C1CCNCC1)(=O)=O)NC(C1=C(C=CC=C1)C)=O